C1([C@H](O)[C@H](O)[C@H](O1)CO)C=1SC2=C(N=CN=C2)N1 D-ribofuranosyl-thiazolo[4,5-D]pyrimidine